CN(C1=CC2=C(N=C(N=C2S)C)C=N1)C 6-(dimethyl-amino)-2-methylpyrido[3,4-d]pyrimidine-4-thiol